fluoro-2trans-3-hexenoyl lactate C(C(O)C)(=O)OC(CC=CCCF)=O